COC1=C(C2=CC=CC=C2C=C1)CO 2-methoxy-1-naphthalenemethanol